(R)-2-((1,1-dioxido-2,3-dihydrothiophen-3-yl)carbamoyl)-5-(5-(trifluoromethyl)thiophen-2-yl)pyridine 1-oxide O=S1(C[C@@H](C=C1)NC(=O)C1=[N+](C=C(C=C1)C=1SC(=CC1)C(F)(F)F)[O-])=O